3,5-dioxotetradecanoic acid methyl ester COC(CC(CC(CCCCCCCCC)=O)=O)=O